C(CCC)C1=CC=C(C=C1)C1=CC=C(C=C1)C#CC1=C(C=C(C(=C1)F)F)F 4-n-butyl-4'-((2,4,5-trifluorophenyl)ethynyl)-1,1'-biphenyl